2-[5-amino-3-(3-pyridinyl)-1H-pyrazol-1-yl]thiazole-4-carboxylic acid ethyl ester C(C)OC(=O)C=1N=C(SC1)N1N=C(C=C1N)C=1C=NC=CC1